C(C)OC1=C(/C(/N)=N/O)C=CC(=C1)C1=NC=NC(=C1)NCCC1=C(C2=CC=CC=C2C=C1)C (Z)-2-ethoxy-N'-hydroxy-4-(6-((2-(1-methylnaphthalen-2-yl)ethyl)amino)pyrimidin-4-yl)benzimidamide